ClC1=C(C=CC=C1)[C@@H]1[C@](O1)(C1=C(C=C(C=C1)F)F)CN1N=CN=C1SC#N 1-{[(2S,3R)-3-(2-chlorophenyl)-2-(2,4-difluorophenyl)oxiran-2-yl]methyl}-1H-1,2,4-triazol-5-yl thiocyanate